Pentylamin C(CCCC)N